[(1S,2S)-2-(4-fluoro-2-methyl-phenyl)-1-methyl-propyl] (2S)-2-[(3-acetoxy-4-methoxy-pyridine-2-carbonyl)amino]propanoate C(C)(=O)OC=1C(=NC=CC1OC)C(=O)N[C@H](C(=O)O[C@H]([C@@H](C)C1=C(C=C(C=C1)F)C)C)C